6-amino-3-(2-methoxyethyl)-2-(pyrazin-2-yl)quinazolin-4(3H)-one NC=1C=C2C(N(C(=NC2=CC1)C1=NC=CN=C1)CCOC)=O